(S)-5-((4-((2-hydroxy-1-phenylethyl)amino)-5-(3-methyl-1,2,4-oxadiazol-5-yl)pyrimidin-2-yl)amino)-3,3-dimethyl-2-propylisoindolin-1-one OC[C@H](C1=CC=CC=C1)NC1=NC(=NC=C1C1=NC(=NO1)C)NC=1C=C2C(N(C(C2=CC1)=O)CCC)(C)C